(S)-1-(4-cyanopyridin-2-yl)-N-((S)-1-((4,4-difluorocyclohexyl)carbamoyl)-6-fluoro-2,3-dihydro-1H-inden-1-yl)-N-(5-fluoropyridin-3-yl)-5-oxopyrrolidine-2-carboxamide C(#N)C1=CC(=NC=C1)N1[C@@H](CCC1=O)C(=O)N(C=1C=NC=C(C1)F)[C@]1(CCC2=CC=C(C=C12)F)C(NC1CCC(CC1)(F)F)=O